C1=C2C=3C(NC2=CC=C1)=NC=1NC=2C=CC=CC2C1C3 5,7-dihydropyrido[2,3-b:6,5-b']Diindole